tantalum-barium [Ba].[Ta]